CC1=C2C=C(N(C2=CC=C1CN1CCC2(CN(C2)C=2C3=C(N=CN2)C=NC(=C3)CC(F)(F)F)CC1)CC(C)N1CCN(CC1)S(=O)(=O)C)C#N 4-methyl-1-[2-(4-methylsulfonyl-piperazin-1-yl)propyl]-5-[[2-[6-(2,2,2-trifluoroethyl)pyrido[3,4-d]pyrimidin-4-yl]-2,7-diazaspiro[3.5]nonan-7-yl]methyl]indole-2-carbonitrile